2,2'-bipyridyl-5,5'-dicarboxylate N1=C(C=CC(=C1)C(=O)[O-])C1=NC=C(C=C1)C(=O)[O-]